C1(CCC1)C(=O)C1=CC(=C(C=C1C)N=CN(C)CC)C N'-(4-(cyclobutanecarbonyl)-2,5-dimethylphenyl)-N-ethyl-N-methylformamidine